CC[C@@H](C)/C=C(\\C)/C=C\\[C@H]([C@@](C)(C(=O)NCC(=O)N[C@H]([C@@H](C)O)C(=O)N[C@@H]([C@H](C)N)C(=O)N[C@@H]([C@@H](C)[C@@H](C)C(=O)N)C(=O)N[C@@H]1[C@H](OC(=O)[C@@H]2CCCCN2C(=O)[C@H](NC(=O)[C@@H](NC(=O)[C@@H](NC(=O)CNC(=O)[C@H](NC1=O)COC)C)[C@@H](C)O)[C@@H](C3=CC=C(C=C3)O)OC)C(C)C)O)O The molecule is a cyclodepsipeptide that is isolated from Papua New Guinea collections of the marine sponges Theonella mirabilis and Theonella swinhoei. It exhbits anti-HIV-1 activity and cytotoxicity against some human cancer cell lines. It has a role as an anti-HIV-1 agent, a marine metabolite and an antineoplastic agent. It is a cyclodepsipeptide, an olefinic compound, a secondary alcohol and a tertiary alcohol.